2-(1-(4-amino-2-fluorophenyl)-4-hydroxyazepan-4-yl)acetic acid tert-butyl ester C(C)(C)(C)OC(CC1(CCN(CCC1)C1=C(C=C(C=C1)N)F)O)=O